1,3-diiodo-1,3-disilacyclobutane I[SiH]1C[SiH](C1)I